Sodium Calcium Copper Phosphate P(=O)([O-])([O-])[O-].[Cu+2].[Ca+2].[Na+]